CN(C(=O)C1(CC(C1)NC=1N=CC2=C(N1)NC=C2C=2C=CC1=C(N(N=N1)C)C2)C)C (1r,3r)-N,N,1-trimethyl-3-((5-(1-methyl-1H-benzo[d][1,2,3]triazol-6-yl)-7H-pyrrolo[2,3-d]pyrimidin-2-yl)amino)cyclobutane-1-carboxamide